C1[O+](COCO1)[O-] 2,4,6-trioxane oxide